NC=1C2=C(SC1)C=CC=C2C(C)(C)O 2-(3-aminobenzo[b]thiophen-4-yl)propan-2-ol